ClC1=CC=C2C(=NC(N(C2=C1)C1=CC(=CC=C1)F)=O)N1CC(C1)C#N 1-(7-chloro-1-(3-fluorophenyl)-2-oxo-1,2-dihydroquinazolin-4-yl)azetidine-3-carbonitrile